Methyl 2-[4-[5-amino-4-cyano-1-[1,1,1-trifluoropropan-2-yl]pyrazol-3-yl]phenyl]prop-2-enoate NC1=C(C(=NN1C(C(F)(F)F)C)C1=CC=C(C=C1)C(C(=O)OC)=C)C#N